N[C@@H](CCC(=O)N[C@@H](CS=O)C(=O)O)C(=O)O gamma-glutamylcysteine S-oxide